NC1=C(C2=C(CN(C(C2)C)C(=O)OC(C)(C)C)S1)C=1SC2=C(N1)C=C(C=C2)Br tert-Butyl 2-amino-3-(5-bromobenzo[d]thiazol-2-yl)-5-methyl-4,7-dihydrothieno[2,3-c]pyridine-6(5H)-carboxylate